7-bromo-1-(pyridin-4-ylmethyl)-1H-pyrrolo[2,3-c]pyridine BrC=1N=CC=C2C1N(C=C2)CC2=CC=NC=C2